BrC1=C(C=CC(=C1)Cl)N1N=CC=C1C#N 1-(2-bromo-4-chlorophenyl)-1H-pyrazole-5-carbonitrile